CC(C=CCCOC1=C(C=C(C=O)C=C1)OCC)CCC=C(C)C 4-((5,9-dimethyldec-3,8-dien-1-yl)oxy)-3-ethoxybenzaldehyde